C(#N)C(COOCC)NC(C1=CC=C(C=C1)OC(F)(F)F)=O N-(1-cyano-2-ethylperoxyethyl)-4-trifluoromethoxybenzamide